Tert-butyl 4-[[3-[1-(2,6-dioxo-3-piperidyl)-3-methyl-2-oxo-benzimidazol-4-yl]pyrrolidin-1-yl]methyl]piperidine-1-carboxylate O=C1NC(CCC1N1C(N(C2=C1C=CC=C2C2CN(CC2)CC2CCN(CC2)C(=O)OC(C)(C)C)C)=O)=O